5-(2,4-dioxohexahydropyrimidin-1-yl)-2-piperazin-1-yl-benzenesulfonyl fluoride O=C1N(CCC(N1)=O)C=1C=CC(=C(C1)S(=O)(=O)F)N1CCNCC1